ClC1=CC=C(C=N1)CN(C(CC1N(C(CC1)=O)CC1=C(C(=CC=C1)F)F)=O)C N-[(6-chloropyridin-3-yl)methyl]-2-[1-[(2,3-difluorophenyl)methyl]-5-oxopyrrolidin-2-yl]-N-methylacetamide